COC(=O)C1=CC=CC2=C1N=CN2 benzo[d]imidazole-7-carboxylic acid methyl ester